Cl.Cl.ClC=1C=C2C(N(C(=NC2=CC1Cl)CCCCNC)CC(C)(C)C)=O 6,7-dichloro-2-(4-(methylamino)butyl)-3-neopentylquinazolin-4(3H)-one bis-hydrochloride salt